C(C)OC(=O)C=1C2=C(SC1N)CCCC2 2-amino-4,5,6,7-tetrahydrobenzo[B]thiophene-3-carboxylic acid ethyl ester